methyl 5-bromo-3-(methoxymethyl)thiophene-2-carboxylate BrC1=CC(=C(S1)C(=O)OC)COC